T-butyl 3-(((S)-1-(tert-butoxy)-3-methyl-1-oxobutan-2-yl)(methyl)carbamoyl)pyrrolidine-1-carboxylate C(C)(C)(C)OC([C@H](C(C)C)N(C(=O)C1CN(CC1)C(=O)OC(C)(C)C)C)=O